O1C(N=CC=C1)=O [1,3]oxazin-2-one